S1C(=NC2=C1C=CC=C2)NC(=O)C=2C=CC(=C1CCN(CC21)C(=O)OC(C)(C)C)OCC2=CC=CC=C2 Tert-butyl 8-(benzo[d]thiazol-2-ylcarbamoyl)-5-(benzyloxy)-3,4-dihydroisoquinoline-2(1H)-carboxylate